3-(aminopropyl)caprolactam NCCCC1CC(=O)NCCC1